N-(5-(2-(((1R,4R)-4-(dimethylamino)-3,3-difluorocyclohexyl)amino)-8-isopropyl-7-oxo-7,8-dihydropyrido[2,3-d]pyrimidin-6-yl)pyrimidin-2-yl)-3,3,3-trifluoropropane-1-sulfonamide CN([C@H]1C(C[C@@H](CC1)NC=1N=CC2=C(N1)N(C(C(=C2)C=2C=NC(=NC2)NS(=O)(=O)CCC(F)(F)F)=O)C(C)C)(F)F)C